1-[(5-aminopyrazin-2-yl)methyl]-3-bromo-4-[(2,4-difluorobenzyl)oxy]-6-methylpyridin-2(1H)-one trifluoroacetate FC(C(=O)O)(F)F.NC=1N=CC(=NC1)CN1C(C(=C(C=C1C)OCC1=C(C=C(C=C1)F)F)Br)=O